biseicosanyl sebacate C(CCCCCCCCC(=O)OCCCCCCCCCCCCCCCCCCCC)(=O)OCCCCCCCCCCCCCCCCCCCC